ClC1=CC=C(C=C1)C=1C=C(C(N(N1)C=1C=NN(C1)C)=O)C(=O)NC1(CCN(CC1)C(CO)=O)C 6-(4-chlorophenyl)-N-(1-(2-hydroxyacetyl)-4-methylpiperidin-4-yl)-2-(1-methyl-1H-pyrazol-4-yl)-3-oxo-2,3-dihydropyridazine-4-carboxamide